ClC1=C(C=CC=C1)C=1C=NC(=NC1)C1CC1 5-(2-Chlorophenyl)-2-cyclopropylpyrimidin